3',5'-Dimethyl-4-(2-methyloctan-2-yl)[1,1'-biphenyl]-2,4',6-triol CC=1C=C(C=C(C1O)C)C=1C(=CC(=CC1O)C(C)(CCCCCC)C)O